(3R,4R)-4-({7-bromo-5-fluoropyrrolo[2,1-f][1,2,4]triazin-2-yl}amino)-1-methanesulfonylpiperidin-3-ol BrC1=CC(=C2C=NC(=NN21)N[C@H]2[C@@H](CN(CC2)S(=O)(=O)C)O)F